7-(4-(1-methyl-1H-indole-2-carbonyl)piperazin-1-yl)-3,4-dihydroquinolin-2(1H)-one CN1C(=CC2=CC=CC=C12)C(=O)N1CCN(CC1)C1=CC=C2CCC(NC2=C1)=O